C(C)(C)[C@H]1CCC([C@@H](C1)O)=C (1R,5S)-5-isopropyl-2-methylenecyclohexan-1-ol